O1N=C(N=C1)CNC=1C(C(C1NCC1=C(C=C(C=C1)C1=NOC(=N1)C(F)(F)F)F)=O)=O 3-(((1,2,4-oxadiazol-3-yl)methyl)amino)-4-((2-fluoro-4-(5-(trifluoromethyl)-1,2,4-oxadiazol-3-yl)benzyl)amino)cyclobut-3-ene-1,2-dione